SCC(C(=O)OCC(COC(C(CS)C)=O)(COCC(COC(C(CS)C)=O)(COC(C(CS)C)=O)COC(C(CS)C)=O)COC(C(CS)C)=O)C dipentaerythritol hexakis(3-mercaptoisobutyrate)